ClCC=CC1=CC=CC=C1 chloromethyl-styrene